7-(6-cyclopropyl-8-ethoxy-7-(2-fluoro-6-hydroxyphenyl)-2-((1-methylpiperidin-4-yl)oxy)quinazolin-4-yl)-2,7-diazaspiro[3.5]Nonane-2-carboxylic acid tert-butyl ester C(C)(C)(C)OC(=O)N1CC2(C1)CCN(CC2)C2=NC(=NC1=C(C(=C(C=C21)C2CC2)C2=C(C=CC=C2O)F)OCC)OC2CCN(CC2)C